CN1CC2(C1)N(CCCC2)C=O (2-methyl-2,5-diazaspiro[3.5]nonan-5-yl)methanone